COC(=O)C=1C(=NN2C1C=C(C=C2)OC)N 2-amino-5-methoxypyrazolo[1,5-a]pyridine-3-carboxylic acid methyl ester